N-(4-amino-3-chlorophenyl)-5-chloro-2-(7-fluoro-chroman-4-yl)-4-(trifluoromethyl)benzamide arsenic-tellurium [Te].[As].NC1=C(C=C(C=C1)NC(C1=C(C=C(C(=C1)Cl)C(F)(F)F)C1CCOC2=CC(=CC=C12)F)=O)Cl